N1=CC=CC2=CC(=CC=C12)C=1C=CN2N=C(N=CC21)NC2CC(C2)O 3-((5-(quinolin-6-yl)pyrrolo[2,1-f][1,2,4]triazin-2-yl)amino)cyclobutan-1-ol